2-[Bis(propan-2-yl)amino]-1-[(2R,5S)-4-(2-{7,8-dimethyl-[1,2,4]triazolo[1,5-a]pyridin-6-yl}-3-(propan-2-yl)-1H-pyrrolo[3,2-b]pyridin-5-yl)-2,5-dimethylpiperazin-1-yl]ethan-1-on CC(C)N(CC(=O)N1[C@@H](CN([C@H](C1)C)C1=CC=C2C(=N1)C(=C(N2)C=2C(=C(C=1N(C2)N=CN1)C)C)C(C)C)C)C(C)C